1-(3,5-Dimethylphenyl)Isoquinoline Iridium [Ir].CC=1C=C(C=C(C1)C)C1=NC=CC2=CC=CC=C12